C(C1=CC=CC=C1)N1CCC(CC1)C(C(=O)NC1=CC=C(C=C1)OC)CC (1-Benzylpiperidin-4-yl)-N-(4-methoxyphenyl)butanamide